6-(6-morpholino-3-(trifluoromethyl)pyridin-2-yl)pyrazine O1CCN(CC1)C1=CC=C(C(=N1)C1=CN=CC=N1)C(F)(F)F